BrC1=CC=C(C2=C(C=CC=C12)Br)C(=O)O 4,8-dibromonaphthalene-1-carboxylic acid